fluorocitric acid FC(C(=O)O)C(O)(C(=O)O)CC(=O)O